2-(2-oxo-6-(trifluoromethyl)-3,4-dihydroquinolin-1(2H)-yl)acetic acid O=C1N(C2=CC=C(C=C2CC1)C(F)(F)F)CC(=O)O